NCC1=NNC(C2=C(C=C(C=C12)C=1C=NN(C1C1=C(C#N)C(=CC(=C1F)Cl)OC1CC1)C)C#C)=O (4-(4-(aminomethyl)-8-ethynyl-1-oxo-1,2-dihydro-phthalazin-6-yl)-1-methyl-1H-pyrazol-5-yl)-4-chloro-6-cyclopropyloxy-3-fluorobenzonitrile